3-(2-(tosyloxy)ethoxy)propionic acid ethyl ester C(C)OC(CCOCCOS(=O)(=O)C1=CC=C(C)C=C1)=O